C(C1=CC=CC=C1)N1C(=CC(=C1)C1=C(C=CC(=C1)F)F)[C@@H](C(C)(C)C)N(CCCNC([C@@H](N)C)=O)C(CO)=O N-{3-[{(1R)-1-[1-Benzyl-4-(2,5-difluorophenyl)-1H-pyrrol-2-yl]-2,2-dimethylpropyl}(glycoloyl)amino]propyl}-L-alanine amide